FC=1N=CC2=C(N1)C=CN=C2 fluoropyrido[4,3-d]pyrimidin